C(#N)C1=C(C=CC2=CC=CC=C12)C1=C(C=NN1C)C1=CC(=C(S1)C(=O)OC)C(=C)OCC methyl 5-[5-(1-cyano-2-naphthyl)-1-methyl-pyrazol-4-yl]-3-(1-ethoxyvinyl)thiophene-2-carboxylate